S1C(=CC=C1)C1=NC(=C2C=CC=NC2=C1)C(CCN)N 7-(2-thienyl)-1,6-naphthyridine-5-yl-1,3-propanediamine